10-methoxy-2,11-diazatricyclo[6.3.1.04,12]dodeca-1(11),4,6,8(12),9-pentaen-3-one COC1=CC=2C=CC=C3C(NC(=N1)C32)=O